2-benzyl-4-(cyclohexylmethyl)-1-methylbenzene C(C1=CC=CC=C1)C1=C(C=CC(=C1)CC1CCCCC1)C